FC(C1(CC1)C1=CC=2/C(/N=C3N(C2C=N1)CCC3)=N/[C@H](C)C3=C(C(=CC=C3)C(F)(F)F)C)F (R,Z)-3-(1-(difluoromethyl)cyclopropyl)-N-(1-(2-methyl-3-(trifluorometh-yl)phenyl)ethyl)-8,9-dihydropyrido[4,3-e]pyrrolo[1,2-a]pyrimidin-5(7H)-imine